2-(4-benzoylphenoxy)ethyl 2-methyl-propenoate CC(C(=O)OCCOC1=CC=C(C=C1)C(C1=CC=CC=C1)=O)=C